FS(C=1C=CC(=NC1)NC1CCN(CC1)S(=O)(=O)C1=CC=C(C=C1)C1=CC(=NC=C1)C(=O)N)(F)(F)(F)F 4-{4-[(4-{[5-(pentafluoro-λ6-sulfanyl)pyridin-2-yl]amino}piperidin-1-yl)sulfonyl]phenyl}pyridine-2-carboxamide